7,8-dichloro-4-(1H-imidazol-1-yl)-2-(3-(4,4,5,5-tetramethyl-1,3,2-dioxaborolan-2-yl)piperidin-1-yl)quinoline ClC1=CC=C2C(=CC(=NC2=C1Cl)N1CC(CCC1)B1OC(C(O1)(C)C)(C)C)N1C=NC=C1